O(C1=CC=CC=C1)C1=CC=C(C=C1)C1=NN2C(NC=3CCNCCC32)=C1C(=O)N 2-(4-phenoxyphenyl)-4,5,6,7,8,9-hexahydropyrazolo[1',5':1,2]imidazo[4,5-d]azepine-3-carboxamide